6,7-Dichloropyrido[2,3-d]pyrimidin-4-ol ClC1=CC2=C(N=CN=C2O)N=C1Cl